(S)-4-(4-(2-(aminooxy)-3-(tert-butoxy)-3-oxopropoxy)phenyl)-2-(2-azidoethyl)-1-(3-((tert-butoxycarbonyl)-amino)propyl)-1H-pyrazol-2-ium NO[C@@H](COC1=CC=C(C=C1)C=1C=[N+](N(C1)CCCNC(=O)OC(C)(C)C)CCN=[N+]=[N-])C(=O)OC(C)(C)C